FC=1C(=CC(=NC1)N1C(NC(CC1)=O)=O)CO 1-(5-Fluoro-4-(hydroxymethyl)pyridin-2-yl)dihydropyrimidine-2,4(1H,3H)-dione